N6-(6-methylpyridin-2-yl)pyrimidine-4,6-diamine CC1=CC=CC(=N1)NC1=CC(=NC=N1)N